ClC1=C(C=CC=C1)C=1N=C(SC1)NC(C1=NC=C(C=C1)N1CCN(CC1)C([C@H]1N(CCC1)C)=O)=O N-(4-(2-chlorophenyl)thiazol-2-yl)-5-(4-(methylprolyl)piperazin-1-yl)picolinamide